3-(6-(6-(difluoromethyl)imidazo[1,2-b]pyridazin-3-yl)pyrimidin-4-yl)-N-(2-hydroxyethyl)piperidine-1-carboxamide FC(C=1C=CC=2N(N1)C(=CN2)C2=CC(=NC=N2)C2CN(CCC2)C(=O)NCCO)F